O=C1C=CC(=NN1)C=1C=C(C=CC1)NC(OCCCC)=O butyl (3-(6-oxo-1,6-dihydropyridazin-3-yl)phenyl)carbamate